ethyl 2-(2-(5-(3-(aminomethyl)phenyl)-1-isopropyl-1H-indazole-3-carboxamido)phenyl)acetate NCC=1C=C(C=CC1)C=1C=C2C(=NN(C2=CC1)C(C)C)C(=O)NC1=C(C=CC=C1)CC(=O)OCC